C(C)(C)(C)C=1N=CC=2N(C1)C(=CN2)C=2C(=NC=CC2F)N[C@H]2CNC[C@@H]2F (6-(tert-butyl)imidazo[1,2-a]pyrazin-3-yl)-4-fluoro-N-((3S,4S)-4-fluoropyrrolidin-3-yl)pyridin-2-amine